N-methyl-N-[(oxiran-2-yl)methyl]cyclohexylamine CN(CC1OC1)C1CCCCC1